BrC1=NC(=CC(=C1)C1=CC=NC=C1)Br 2,6-dibromo-4,4'-bipyridine